lithium bis(oxalate) boron [B+3].C(C(=O)[O-])(=O)[O-].C(C(=O)[O-])(=O)[O-].[Li+]